NC1=C(C=C(C=N1)NC(C(=O)N1C(CCC(C1)C)C1CCNCC1)=O)C N-(6-amino-5-methylpyridin-3-yl)-2-(5-methyl-[2,4'-Bipiperidin]-1-yl)-2-oxoacetamide